C(C1=CC=CC=C1)N1CC2=C(N=C(N=C2N2[C@@H](CCC2)CO)Cl)CC1 (S)-(1-(6-benzyl-2-chloro-5,6,7,8-tetrahydropyrido[4,3-d]pyrimidin-4-yl)pyrrolidin-2-yl)methanol